BrC1=CC=C2C=C(NC2=C1)CN1CCC(CC1)OC1=CC=CC(=N1)COC1=C(C=C(C#N)C=C1)F 4-((6-((1-((6-bromo-1H-indol-2-yl)methyl)piperidin-4-yl)oxy)pyridin-2-yl)methoxy)-3-fluoro-benzonitrile